ethyl 2-(3-amino-2-chloro-6-fluorophenyl)imidazo[1,5-b]pyridazine-5-carboxylate NC=1C(=C(C(=CC1)F)C=1C=CC=2N(N1)C=NC2C(=O)OCC)Cl